BrCC1(CC1)C(F)(F)F [1-(bromomethyl)cyclopropyl]trifluoromethane